6-bromo-3-chloro-4-methyl-1,2,4-triazine-5(4H)-one BrC=1C(N(C(=NN1)Cl)C)=O